BrC=1C(=CC(=NC1)NC(=O)C(C(C1CC1)C1CC1)NC(=O)C=1N(N=CC1)CC)F N-[1-[(5-bromo-4-fluoro-2-pyridyl)carbamoyl]-2,2-dicyclopropyl-ethyl]-2-ethyl-pyrazole-3-carboxamide